FC=1C=C(C=CC1)C1=CC=C(C(=O)N)C=C1 4-(3-fluorophenyl)benzamide